SPIRO[11-OXABICYCLO[8.1.0]UNDEC-6-ENE-2,2'-OXIRAN]-3-ONE O1C2(C1)C1OC1CCC=CCCC2=O